diethoxyisocyanatophosphine C(C)OP(N=C=O)OCC